ClC1=CC(=C(C=C1)C1=NC(=CC2=C1N=C1N(C2=O)CCC1)C1CC(OCC1)C1COCC1)F 1-(4-chloro-2-fluorophenyl)-3-(2-(tetrahydrofuran-3-yl)tetrahydro-2H-pyran-4-yl)-8,9-dihydropyrido[3,4-d]pyrrolo[1,2-a]pyrimidin-5(7H)-one